C(C1=CC=CC=C1)OC1=NC(=CC=C1C1=NN(C2=CC(=CC=C12)[C@H]1C[C@@H](N(CC1)C(=O)OC(C)(C)C)C)C)OCC1=CC=CC=C1 tert-butyl (2s,4r)-4-(3-(2,6-bis(benzyloxy) pyridin-3-yl)-1-methyl-1H-indazol-6-yl)-2-methylpiperidine-1-carboxylate